2,7-dibromo-9-hydroxyfluorene BrC1=CC=2C(C3=CC(=CC=C3C2C=C1)Br)O